(4-((R)-2-Amino-3-(1H-tetrazol-1-yl)propoxy)phenyl)((R)-3-(4-fluorophenyl)pyrrolidin-1-yl)methanon N[C@@H](COC1=CC=C(C=C1)C(=O)N1C[C@H](CC1)C1=CC=C(C=C1)F)CN1N=NN=C1